2-(2,5-dimethyl-1H-pyrrol-1-yl)-4,5-dimethylthiophene-3-carbonitrile CC=1N(C(=CC1)C)C=1SC(=C(C1C#N)C)C